3,3,3-trifluoro-2-methylpropanoic acid FC(C(C(=O)O)C)(F)F